4-[7-(1-ethyl-1H-1,2,3-triazol-5-yl)-3-(1H-pyrazol-5-yl)-[1,2]thiazolo[4,5-b]pyridin-5-yl]-3-methylmorpholine C(C)N1N=NC=C1C1=C2C(=NC(=C1)N1C(COCC1)C)C(=NS2)C2=CC=NN2